2-[2-bromo-5-ethyl-7-oxo-6-(piperazin-1-yl)-[1,2,4]triazolo[1,5-a]pyrimidin-4-yl]-N-[2-fluoro-4-(trifluoromethyl)phenyl]acetamide BrC1=NN2C(N(C(=C(C2=O)N2CCNCC2)CC)CC(=O)NC2=C(C=C(C=C2)C(F)(F)F)F)=N1